CC1(CC(C1)N)C 3,3-dimethylcyclobutylamine